BrC=1N=C2N(N1)[C@@H](C[C@@H]2F)C2=CC=C(C=C2)F (5S,7S)-2-bromo-7-fluoro-5-(4-fluorophenyl)-6,7-dihydro-5H-pyrrolo[1,2-b][1,2,4]triazole